1-(N-pyrrolidinyl)-1-pentanone N1(CCCC1)C(CCCC)=O